C(C)(C)(C)OC(N(C1=CC=C2C=NN(C2=C1)C)CC1=NC=C(C(=C1C)OC)C)=O ((4-methoxy-3,5-dimethylpyridin-2-yl)methyl)(1-methyl-1H-indazol-6-yl)carbamic acid tert-butyl ester